FC1=C(CCC2=NC=3N(C(N(C(C3N2)=O)CC#C)=O)CCCCP(OCC)(OCC)=O)C=CC=C1 Diethyl (4-(8-(2-fluorophenethyl)-2,6-dioxo-1-(prop-2-yn-1-yl)-1,2,6,7-tetrahydro-3H-purin-3-yl)butyl)phosphonate